N-(3-(2-(1,1-Difluoroethyl)-6-ethylpyrimidin-4-yl)-1-(oxetan-3-yl)-1H-pyrrolo[2,3-c]pyridin-5-yl)acetamide FC(C)(F)C1=NC(=CC(=N1)C1=CN(C2=CN=C(C=C21)NC(C)=O)C2COC2)CC